C(#N)CCCCCCC#N 1,6-dicyano-hexane